C(C)C=1C=C(C=CC1)N(\C(=N\C1=CC=CC2=CC=CC=C12)\N)C (E)-1-(3-ethylphenyl)-1-methyl-2-(naphthalen-1-yl)guanidine